C(C)(C)C(C(=O)O)CCCCCCCCCCCC.C(CCCCCCCCCCCCCCC)(=O)OC(C)C isopropyl palmitate (isopropyl myristate)